3-((tert-butoxycarbonyl)(methyl)amino)-4-nitro-1-(tetrahydro-2H-pyran-2-yl)-1H-indazole-6-carboxylic acid C(C)(C)(C)OC(=O)N(C1=NN(C2=CC(=CC(=C12)[N+](=O)[O-])C(=O)O)C1OCCCC1)C